C(C)(C)C1=C(OC=2C(=NC(=NC2)N)N)C=C(C(=C1)OC)C(C)OC 5-[2-Isopropyl-4-methoxy-5-(1-methoxy-ethyl)-phenoxy]-pyrimidine-2,4-diamine